C(C)(=O)[O-].[NH4+].C(C)(=O)[O-].[Cs+] caesium acetate ammonium acetate